O=C(NCCOCCOCCOCCOCCOC)CCC(=O)OC(C(=O)NCCN1CCC(CC12CCCCC2)NC(C(=O)NC2=CC=C(C=C2)Cl)=O)CCCNC(=N)N 1-((2-(4-(2-((4-chlorophenyl)amino)-2-oxoacetamido)-1-azaspiro[5.5]undecan-1-yl)ethyl)amino)-5-guanidino-1-oxopentan-2-yl 18-oxo-2,5,8,11,14-pentaoxa-17-azahenicosan-21-oate